The molecule is a member of the class of xanthones that is 9H-xanthen-9-one substituted by hydroxy groups at positions 3, 6 and 8, a geranyl group at position 1 and a methoxy group at position 2. Isolated from Mesua and Garcinia dioica, it exhibits antibacterial and cytotoxic activities. It has a role as a metabolite, an antineoplastic agent and an antibacterial agent. It is an aromatic ether, a polyphenol and a member of xanthones. CC(=CCC/C(=C/CC1=C(C(=CC2=C1C(=O)C3=C(C=C(C=C3O2)O)O)O)OC)/C)C